gamma-aminothiobutyrate NCCCC(=S)[O-]